COC(C1=CC(=C(C=C1)CN(C)CC12CC3CC(CC(C1)C3)C2)F)=O.N(=NC2=CC=NC=C2)C2=CC=NC=C2 4,4'-AzoPyridine Methyl-4-(((((3s)-adamantan-1-yl)methyl)(methyl)amino)methyl)-3-fluorobenzoate